ClC=1C(=C2C(=NC1)N(C=N2)C2=NC(SC1=C2C=CC=C1)(C)CC(=O)[O-])C 2-(4-(6-chloro-7-methyl-3H-imidazo[4,5-b]pyridin-3-yl)-2-methyl-2H-benzo[e][1,3]thiazin-2-yl)acetate